(E)-2-(4-fluorophenyl)-N-(4-(trifluoromethyl)phenyl)-6,7,8,9-tetrahydro-4H-furo[2,3-d]pyrido[1,2-a]pyrimidine-4-imine FC1=CC=C(C=C1)C1=CC/2=C(N=C3N(\C2=N\C2=CC=C(C=C2)C(F)(F)F)CCCC3)O1